C(C(C)C)(=O)N([C@@H](CCCCN)C(=O)O)C(C(C)C)=O di-isobutyroyl-lysine